4-(4-Methoxyphenyl)-1-ethyl-6-methyl-1,6-dihydro-7H-pyrrolo[2,3-c]pyridin-7-one COC1=CC=C(C=C1)C=1C2=C(C(N(C1)C)=O)N(C=C2)CC